(S)-6-methoxy-2-methyl-N-(4-(3-phenylisoxazolidin-2-yl)-7H-pyrrolo[2,3-d]pyrimidin-2-yl)-1,2,3,4-tetrahydroisoquinolin-5-amine COC1=C(C=2CCN(CC2C=C1)C)NC=1N=C(C2=C(N1)NC=C2)N2OCC[C@H]2C2=CC=CC=C2